N-(2,2-difluoropropyl)-5-(8-fluoro-2-methylimidazo[1,2-a]pyridin-6-yl)-7H-pyrrolo[2,3-d]pyrimidin-2-amine FC(CNC=1N=CC2=C(N1)NC=C2C=2C=C(C=1N(C2)C=C(N1)C)F)(C)F